((N-(1-(2,6-dimethoxyphenyl)-2-(6-ethoxypyridin-2-yl)-1H-imidazo[4,5-b]pyrazin-5-yl)sulfamoyl)methyl)-3-hydroxyazetidine-1-carboxylic acid tert-butyl ester C(C)(C)(C)OC(=O)N1C(C(C1)O)CS(NC=1N=C2C(=NC1)N(C(=N2)C2=NC(=CC=C2)OCC)C2=C(C=CC=C2OC)OC)(=O)=O